C(=O)(O)C1=CC=C(C=C1)NC([C@H](CC1CC1)C1=[N+](C=C(C=C1)C1=C(C(=CC=C1C(F)(F)F)Cl)F)[O-])=O |o1:11| (R)- or (S)-2-(1-((4-carboxyphenyl)amino)-3-cyclopropyl-1-oxopropan-2-yl)-5-(3-chloro-2-fluoro-6-(trifluoromethyl)phenyl)pyridine 1-oxide